bis(iodoethoxy)ethane ICCOC(C)OCCI